P(=O)(ON1C=NC(=C1)C(C)C1=C(C(=CC=C1)C)C)(OC)[O-] (4-(1-(2,3-dimethylphenyl) ethyl)-1H-imidazol-1-yl) methyl (S)-phosphate